C[C@@]12CCC=3N=C(SC3C2CC[C@H]2[C@H]3[C@](CC[C@H]12)(C(CC3)=O)C)NCC (5aR,5bS,7aS,10aS,10bR)-5a,7a-dimethyl-2-(ethylamino)-4,5,5a,5b,6,7,7a,9,10,10a,10b,11,12,12a-tetradecahydro-8H-cyclopenta[7,8]phenanthro[2,1-d]thiazol-8-one